(Z)-1-((2-(2,6-dioxopiperidin-3-yl)-1,3-dioxoisoindolin-4-yl)amino)-N-(2-(4-(1,2-diphenylbut-1-en-1-yl)phenoxy)ethyl)-N-methyl-3,6,9,12-tetraoxapentadecan-15-amide O=C1NC(CCC1N1C(C2=CC=CC(=C2C1=O)NCCOCCOCCOCCOCCC(=O)N(C)CCOC1=CC=C(C=C1)\C(=C(\CC)/C1=CC=CC=C1)\C1=CC=CC=C1)=O)=O